C(C)(=O)C(C(=O)OCC)(CC=C(C)C)C ethyl 2-acetyl-2,5-dimethylhex-4-enoate